2-bromo-acetyl chloride BrCC(=O)Cl